O1[SiH]2O[SiH]3O[SiH]4O[SiH]1O[SiH]5O[SiH](O2)O[SiH]6O[SiH](O5)O[SiH](O4)O[SiH](O3)O6 The molecule is a silsesquioxane cage consisting of two ten-membered rings of alternating silicon and oxygen atoms, with each silicon atom in one ring joined to a silicon in the second ring by a bridging oxygen atom and with a hydrogen atom attached to all ten silicon atoms.